CC1=C(C(=NC=C1)Br)C methyl-2-bromo-3-methylpyridine